C(C=C)(=O)OCCCCOC(=O)OC1=CC(=C(C(=O)OC2=C(C=C(C=C2)OC(C2=CC=C(C=C2)OC(=O)OCCCCOC(C=C)=O)=O)OC)C=C1)C 4-{[4-({[4-(acryloyloxy) butoxy] carbonyl} oxy) benzoyl] oxy}-2-methoxyphenyl 4-({[4-(acryloyloxy) butoxy] carbonyl} oxy)-2-methylbenzoate